C(C)(C)(C)N(C(O)=O)CCOCCN.ClC/C=C/C(=O)NC1=C(C=C(C=C1F)C(=O)C1=CC=C2C(=CC=CN12)C1=CC2=C(N(C=N2)C)C=C1C(F)(F)F)F (2E)-4-chloro-N-(2,6-difluoro-4-{8-[1-methyl-6-(trifluoromethyl)-1H-1,3-benzodiazol-5-yl]indolizin-3-carbonyl}phenyl)but-2-enamide tert-butyl-(2-(2-aminoethoxy)ethyl)carbamate